2-Phenoxyfumaric acid O(C1=CC=CC=C1)/C(/C(=O)O)=C\C(=O)O